C(CCCCCCCCCCC)(=O)OCC(O)CO glyceryl mono-laurate